dipelargonyl phthalate C(C=1C(C(=O)OC(CCCCCCCC)=O)=CC=CC1)(=O)OC(CCCCCCCC)=O